N-ethyl-2-[8-[(1-methylindazol-5-yl)amino]-1-oxo-2-isoquinolyl]acetamide C(C)NC(CN1C(C2=C(C=CC=C2C=C1)NC=1C=C2C=NN(C2=CC1)C)=O)=O